(5RS)-3-Oxo-2-(pyridin-3-ylmethyl)-2,3,5,6,7,8-hexahydro[1,2,4]triazolo[4,3-a]pyridine-5-carboxylic acid O=C1N(N=C2N1[C@H](CCC2)C(=O)O)CC=2C=NC=CC2 |r|